C(C)(C)(C)OC(=O)N1C(C2=CC=CC=C2C1C1=NC(=NC=C1Cl)SC)=O (5-chloro-2-(methylthio)pyrimidin-4-yl)-1-oxoisoindoline-2-carboxylic acid tert-butyl ester